tert-butyl 4-oxo-2-(2-(pyrrolidin-1-yl)pyrimidin-5-yl)-6,7-dihydrothiazolo[5,4-c]pyridine-5(4H)-carboxylate O=C1N(CCC2=C1SC(=N2)C=2C=NC(=NC2)N2CCCC2)C(=O)OC(C)(C)C